NC=1C=C(C=NC1)C1(CC(C1)CC#N)C1=NN=CN1C 2-(3-(5-aminopyridin-3-yl)-3-(4-methyl-4H-1,2,4-triazol-3-yl)cyclobutyl)acetonitrile